C1(CC1)[C@H](C)NC1=NN2C(C=N1)=C(C=C2)C=2C=CC=1N(C2)C(=CN1)C(=O)N1CCCC1 (S)-(6-(2-((1-cyclopropylethyl)amino)pyrrolo[2,1-f][1,2,4]triazin-5-yl)imidazo[1,2-a]pyridin-3-yl)(pyrrolidin-1-yl)methanone